(15R)-15-methyl-5-[5-(morpholinomethyl)-2-(2-trimethylsilylethynyl)-4-pyridyl]-11-thia-6,14,17-triazatetracyclo[8.8.0.0^2,7.0^12,18]octadeca-1(10),2(7),3,5,8,12(18)-hexaen-13-one C[C@H]1NC(C=2SC=3C=CC=4N=C(C=CC4C3C2NC1)C1=CC(=NC=C1CN1CCOCC1)C#C[Si](C)(C)C)=O